(2S)-4-(2-chloro-6-((1-(Methoxycarbonyl)-2,3-dihydro-1H-inden-1-yl)methyl)-5-nitropyrimidin-4-yl)-2-(cyanomethyl)piperazine-1-carboxylate ClC1=NC(=C(C(=N1)N1C[C@@H](N(CC1)C(=O)[O-])CC#N)[N+](=O)[O-])CC1(CCC2=CC=CC=C12)C(=O)OC